FC1=CC=C(C=C1)N1N(C2=CC=CC=C2C1=O)C 2-(4-fluorophenyl)-1-methyl-1H-indazole-3(2H)-one